methyl (E)-3-(5-(N-((2-chloro-4-(1-methyl-1H-indazol-5-yl)phenyl)methyl-d)cyclohexanecarboxamido)pyridin-3-yl)acrylate ClC1=C(C=CC(=C1)C=1C=C2C=NN(C2=CC1)C)C(N(C(=O)C1CCCCC1)C=1C=C(C=NC1)/C=C/C(=O)OC)[2H]